Tert-butyl 9-((4-(6-(2-methoxyethoxy)-5-nitro-2H-indazol-2-yl) piperidin-1-yl) methyl)-3-azaspiro[5.5]undecane-3-carboxylate COCCOC=1C(=CC2=CN(N=C2C1)C1CCN(CC1)CC1CCC2(CCN(CC2)C(=O)OC(C)(C)C)CC1)[N+](=O)[O-]